5-chloro-2-(4,4-difluoroazepan-1-yl)-6-methyl-N-[1-(methylsulfonyl)-1H-pyrazol-4-yl]pyridine-3-carboxamide ClC=1C=C(C(=NC1C)N1CCC(CCC1)(F)F)C(=O)NC=1C=NN(C1)S(=O)(=O)C